4-(2-chloro-7-methyl-8-(pyridin-4-yl)-7H-purin-6-yl)morpholine ClC1=NC(=C2N(C(=NC2=N1)C1=CC=NC=C1)C)N1CCOCC1